N-(4-amino-1H-pyrazolo[4,3-c]pyridin-7-yl)-N'-ethyl-N'-[[5-(trifluoromethyl)-2-pyridyl]methyl]oxamide NC1=NC=C(C2=C1C=NN2)NC(=O)C(=O)N(CC2=NC=C(C=C2)C(F)(F)F)CC